1-(4-(aminomethyl)-1-oxo-1,2-dihydrophthalazin-6-yl)-N-((5-(tert-butyl)pyridin-2-yl)methyl)-N-(5,6,7,8-tetrahydroquinolin-8-yl)cyclopropane-1-carboxamide NCC1=NNC(C2=CC=C(C=C12)C1(CC1)C(=O)N(C1CCCC=2C=CC=NC12)CC1=NC=C(C=C1)C(C)(C)C)=O